[N+](=O)([O-])C=1C=CC2=C(C(NS2)=O)C1 5-nitro-1,2-benzothiazol-3(2H)-one